N-methyl(isopropyl)amine CNC(C)C